FC1=CC=C(C=C1)OB(O)O (4-fluorophenyl)boric acid